(3R)-3-amino-7-(5-tert-butyl-1,3,4-oxadiazol-2-yl)-1,1-dioxo-5-[[4-[3-(trifluoromethyl)pyrazol-1-yl]phenyl]methyl]-2,3-dihydro-1λ6,5-benzothiazepine-4-One N[C@H]1CS(C2=C(N(C1=O)CC1=CC=C(C=C1)N1N=C(C=C1)C(F)(F)F)C=C(C=C2)C=2OC(=NN2)C(C)(C)C)(=O)=O